N-[4-(1-bicyclo[1.1.1]pentanylmethoxy)-3-chloro-2-fluoro-phenyl]-6-[(1S,4S)-2,5-diazabicyclo[2.2.1]heptan-2-yl]pyrido[3,2-d]pyrimidin-4-amine C12(CC(C1)C2)COC2=C(C(=C(C=C2)NC=2C1=C(N=CN2)C=CC(=N1)N1[C@@H]2CN[C@H](C1)C2)F)Cl